3-formyl-L-asparagine C(=O)C([C@H](N)C(=O)O)C(N)=O